C(C)(C)C1=C(C=CC=C1)[C@H]1[C@H](CCC1)N1CC2(C1)CCN(CC2)C(=O)OC(C)(C)C tert-butyl 2-((1s,2s)-2-(2-isopropylphenyl) cyclopentyl)-2,7-diazaspiro[3.5]nonane-7-carboxylate